CN1C(CC(CC1(C)C)OP(OC1CC(N(C(C1)(C)C)C)(C)C)OC1CC(N(C(C1)(C)C)C)(C)C)(C)C tris(1,2,2,6,6-pentamethyl-4-piperidinyl)-phosphite